5-(2-{3-[2-(2,6-dioxopiperidine-3-yl)-1,3-dioxo-2,3-dihydro-1H-isoindol-4-yl]-prop-2-ynyloxy}-ethoxy)-benzimidazole O=C1NC(CCC1N1C(C2=CC=CC(=C2C1=O)C#CCOCCOC1=CC2=C(N=CN2)C=C1)=O)=O